(2-(Cyclopropylmethoxy)ethyl)benzene C1(CC1)COCCC1=CC=CC=C1